2-(4-formylcyclohexyl)-7-isopropoxy-N-[2-oxo-1-[(1S,2R)-2-fluorocyclopropyl]-3-pyridyl]imidazo[1,2-a]pyrimidine-6-carboxamide C(=O)C1CCC(CC1)C=1N=C2N(C=C(C(=N2)OC(C)C)C(=O)NC=2C(N(C=CC2)[C@@H]2[C@@H](C2)F)=O)C1